3,5-bis(4-vinylphenyl)benzene-1,2-diamine C(=C)C1=CC=C(C=C1)C1=C(C(=CC(=C1)C1=CC=C(C=C1)C=C)N)N